tert-butyl (S)-(1-(5-aminopyridin-3-yl)but-3-yn-1-yl)carbamate NC=1C=C(C=NC1)[C@H](CC#C)NC(OC(C)(C)C)=O